(2r,3r)-2-(4-((ethylcarbamoyl) oxy)-3,5-dihydroxyphenyl)-5,7-dihydroxychroman-3-yl 4-((ethylcarbamoyl) oxy)-3,5-dihydroxybenzoate C(C)NC(=O)OC1=C(C=C(C(=O)O[C@H]2[C@H](OC3=CC(=CC(=C3C2)O)O)C2=CC(=C(C(=C2)O)OC(NCC)=O)O)C=C1O)O